O=C(CCOC[C@H](C)NC1=C(C(NN=C1)=O)C(F)(F)F)N1CCN(CC1)C1=NC=C(C=N1)C1C(C1(F)F)(F)F (S)-5-((1-(3-oxo-3-(4-(5-(2,2,3,3-tetrafluorocyclopropyl)pyrimidin-2-yl)piperazine-1-yl)propoxy)propan-2-yl)amino)-4-(trifluoromethyl)pyridazin-3(2H)-one